4-(cycloheptylamino)-2-((6-methoxy-2-methyl-1,2,3,4-tetrahydroisoquinolin-7-yl)amino)pyrimidine-5-carboxamide C1(CCCCCC1)NC1=NC(=NC=C1C(=O)N)NC1=C(C=C2CCN(CC2=C1)C)OC